N-(4-(benzyloxy)phenyl)-2-(4-(3-methoxybenzyl)piperazin-1-yl)thiazole-4-carboxamide C(C1=CC=CC=C1)OC1=CC=C(C=C1)NC(=O)C=1N=C(SC1)N1CCN(CC1)CC1=CC(=CC=C1)OC